C(C)(C)N1N=C(C2=C(C=CC=C12)CC1=CC=C(C=C1)C(F)(F)F)C(=O)N[C@@H](C)C1=CC=C(C(=O)O)C=C1 4-[(1S)-1-[[1-isopropyl-4-[[4-(trifluoromethyl)phenyl]methyl]indazole-3-carbonyl]amino]ethyl]benzoic acid